2-[3,5-dibromo-2-({[3-bromo-1-(3-chloropyridin-2-yl)-1H-pyrazol-5-yl]carbonyl}amino)benzoyl]-1,2-dimethylhydrazinecarboxylic acid methyl ester COC(=O)N(N(C)C(C1=C(C(=CC(=C1)Br)Br)NC(=O)C1=CC(=NN1C1=NC=CC=C1Cl)Br)=O)C